8-((2-Cyclopropylthiazol-5-yl)sulfonyl)-3-(3-methoxyazetidin-1-yl)-1-oxa-8-azaspiro[4.5]decane C1(CC1)C=1SC(=CN1)S(=O)(=O)N1CCC2(CC(CO2)N2CC(C2)OC)CC1